N12OCC(CC1)C2 oxaazabicyclo[2.2.1]heptane